BrC=1C(=C2NC(C=3N(C2=CC1)N=CC3)=O)F 7-bromo-6-fluoro-5H-pyrazolo[1,5-a]quinoxalin-4-one